COC1=CC=C2NC=C(CC(N(C([2H])([2H])[2H])C([2H])([2H])[2H])([2H])[2H])C2=C1 5-methoxy-α,α-dideutero-N,N-bis(trideuteromethyl)tryptamine